C(C)(C)(C)C1=C(C(=C(N1C(=O)[O-])C1CCCCCCC1)C(N)=O)Br tert-butyl-2-(cyclooctan-1-yl)-carbamoyl-4-bromo-1H-pyrrole-1-carboxylate